FC1=CC=C2C[C@@H](C2=C1)NC(=NO)C1=NON=C1OC1CCN(CC1)C(CO)=O N-[(7S)-4-Fluorobicyclo[4.2.0]octa-1,3,5-trien-7-yl]-N'-hydroxy-4-{[1-(hydroxyacetyl)piperidin-4-yl]oxy}-1,2,5-oxadiazol-3-carboximidamid